C(=O)(C(=C)C)OCCCCS(=O)(=O)O 4-(methacryl)oxybutylsulfonic acid